C1(CCC1)CN[C@H]1CN([C@H](CC1)C)C=1N=NC(=CC1)CN1N=NC(=C1)C=1C=NC=C(C1)OC (3R,6S)-N-(cyclobutylmethyl)-1-[6-[[4-(5-methoxy-3-pyridyl)triazol-1-yl]methyl]pyridazin-3-yl]-6-methyl-piperidin-3-amine